COC1=C(C=CC(=C1)[C@@H]2[C@H](C(=CC3=CC(=C(C=C23)O)OC)CO)CO)O The molecule is a lignan that consists of 7,8-dihydronaphthalen-2-ol substituted by a 4-hydroxy-3-methoxyphenyl group at position 8, hydroxymethyl groups at positions 6 and 7 and a methoxy group at position 3 (the 7R,8S stereoisomer). Isolated from Vitex negundo, it exhibits inhibitory activity against lipoxygenase. It has a role as a lipoxygenase inhibitor and a plant metabolite. It is a lignan, a polyphenol, a primary alcohol and a member of guaiacols.